(S)-3-((S)-sec-butyl)-4-(1H-pyrazole-4-carbonyl)-1,3,4,5-tetrahydro-2H-benzo[e][1,4]diazepin-2-one [C@H](C)(CC)[C@@H]1N(CC2=C(NC1=O)C=CC=C2)C(=O)C=2C=NNC2